Methyl 5-((2-(4-((((benzyloxy)carbonyl)amino)methyl)piperidin-1-yl)ethyl)amino)benzo[c][2,6]naphthyridine-8-carboxylate C(C1=CC=CC=C1)OC(=O)NCC1CCN(CC1)CCNC1=NC2=C(C3=CN=CC=C13)C=CC(=C2)C(=O)OC